Quinoline-5,6-dione N1=CC=CC=2C(C(C=CC12)=O)=O